CC1=CC(=NN1)NC=1N=C(C2=C(N1)OCCO2)NC2CC1CCC(C2)N1CCC#N 3-((3-exo)-3-((2-((5-methyl-1H-pyrazol-3-yl)amino)-6,7-dihydro-[1,4]dioxino[2,3-d]pyrimidin-4-yl)amino)-8-azabicyclo[3.2.1]octan-8-yl)propionitrile